N-(2-{4-[(aminosulfonyl)amino]hexahydropyridin-1-yl}-5-fluorophenyl)-8-(2,6-dimethylphenyl)imidazo[3,2-a]pyrazine-6-carboxamide hydrochloride Cl.NS(=O)(=O)NC1CCN(CC1)C1=C(C=C(C=C1)F)NC(=O)C=1N=C(C=2N(C1)C=CN2)C2=C(C=CC=C2C)C